3-(2-(3,3-difluoro-4-hydroxypiperidin-1-yl)-1,1-difluoro-2-oxoethyl)-4-fluoro-N-(1-isopropyl-1H-pyrazol-4-yl)benzamide FC1(CN(CCC1O)C(C(F)(F)C=1C=C(C(=O)NC=2C=NN(C2)C(C)C)C=CC1F)=O)F